OCC=1C=C(OCC(=O)OC(C)(C)C)C=CC1 tert-Butyl 2-[3-(hydroxymethyl)phenoxy]acetate